CC1=CC=CC(=N1)C1=C(N=CN1)C=1C=C2C=C(C=NC2=CC1)C=1C=C2CC(CC2=CC1)N 5-[6-[5-(6-methyl-2-pyridyl)-1H-imidazol-4-yl]-3-quinolyl]indan-2-amine